C1(CCCCC1)OP(OC1CCCCC1)OC1CCCCC1 tricyclohexyloxyphosphorus